1-(4-(4,4-Difluoropiperidin-1-yl)cyclohexyl)-6-isopropyl-5-(8-methoxy-7-methyl-[1,2,4]triazolo[1,5-a]pyridin-6-yl)-1,3-dihydro-2H-benzo[d]imidazol-2-on FC1(CCN(CC1)C1CCC(CC1)N1C(NC2=C1C=C(C(=C2)C=2C(=C(C=1N(C2)N=CN1)OC)C)C(C)C)=O)F